Benzyl (S)-(4-amino-1-(heptylamino)-1,4-dioxobutan-2-yl)carbamate NC(C[C@@H](C(=O)NCCCCCCC)NC(OCC1=CC=CC=C1)=O)=O